C(C)(C)(C)N1C=NC(=C1)C1CCC2(CNC2)CC1 7-(1-(tert-Butyl)-1H-imidazol-4-yl)-2-azaspiro[3.5]nonan